(3s,4s)-3-amino-4-methoxypyrrolidine-1-carboxylic acid tert-butyl ester C(C)(C)(C)OC(=O)N1C[C@@H]([C@H](C1)OC)N